C(C)(C)OC1=C(C=C(CN2C[C@H](NCC2)C2=C(C=CC=C2)C(C)C)C=C1)OC (R)-1-(4-isopropoxy-3-methoxybenzyl)-3-(2-isopropylphenyl)piperazine